n-ethyl-2-(2-hydroxyphenoxy)-N-(thiophen-2-ylmethyl)acetamide C(C)N(C(COC1=C(C=CC=C1)O)=O)CC=1SC=CC1